2-(7-amino-4-methyl-2-oxo-2H-chromen-3-yl)-N-(2-(2-(2-(2-azidoethoxy)ethoxy)ethoxy)ethyl)acetamide NC1=CC=C2C(=C(C(OC2=C1)=O)CC(=O)NCCOCCOCCOCCN=[N+]=[N-])C